(R)-1-((6-(5-fluoro-2-(((3R,4R)-3-hydroxytetrahydro-2H-pyran-4-yl)amino)pyrimidin-4-yl)-4-isopropylquinolin-3-yl)methyl)piperidine-3-carbonitrile FC=1C(=NC(=NC1)N[C@H]1[C@H](COCC1)O)C=1C=C2C(=C(C=NC2=CC1)CN1C[C@@H](CCC1)C#N)C(C)C